2-((4-(5-(methylthio)pyridin-3-yl)-1H-1,2,3-triazol-1-yl)methyl)imidazole CSC=1C=C(C=NC1)C=1N=NN(C1)CC=1NC=CN1